(2-benzothiazolylthio)methyl thiocyanate S1C(=NC2=C1C=CC=C2)SCSC#N